1-(4-(1-amino-2-methyl-1-oxoprop-2-yl)phenyl)piperidine-4-carboxylic acid ethyl ester C(C)OC(=O)C1CCN(CC1)C1=CC=C(C=C1)C(C(=O)N)(C)C